(R)-2-(3-(5-(hydroxy(4-isopropylphenyl)(3-methyl-1-(methyl-d2)azetidin-3-yl)methyl)pyridin-3-yl)-1,2,4-oxadiazol-5-yl)propan-2-ol O[C@@](C=1C=C(C=NC1)C1=NOC(=N1)C(C)(C)O)(C1(CN(C1)C([2H])[2H])C)C1=CC=C(C=C1)C(C)C